O=C1C2(C=3C(=NC=CC3)N1)CC=1C=C(NC1CC2)C(=O)O oxo-1,1',2',4,6,7-hexahydrospiro[indole-5,3'-pyrrolo[2,3-b]pyridine]-2-carboxylic acid